C(C=C)(=O)N1CCN(CC1)C1=CC=C(C=C1)C=1C=2N(C=C(C1)C=1C=NN(C1)C1(CN(C1)S(=O)(=O)CC)CC#N)N=CC2C#N 4-(4-(4-Acryloylpiperazin-1-yl)phenyl)-6-(1-(3-(cyanomethyl)-1-(ethylsulfonyl)azetidin-3-yl)-1H-pyrazol-4-yl)pyrazolo[1,5-a]pyridine-3-carbonitrile